C(C)(C)(C)NC(CN(C=1C2=C(N=C(N1)C1=NC=CC(=C1)OCCN1CCOCC1)CCC2)C)=O N-tert-butyl-2-[methyl(2-{4-[2-(morpholin-4-yl)ethoxy]pyridin-2-yl}-5H,6H,7H-cyclopenta[d]pyrimidin-4-yl)amino]acetamide